CC=1/C(/C2=CC=CC=C2C1CC(=O)O)=C/C1=CC=C(C=C1)C(C)C (Z)-2-(2-methyl-1-(4-isopropylbenzylidene)-1H-inden-3-yl)acetic acid